N1=C(C(=CC(=C1)C)C)C 2,3,5-collidine